3-aminopropyl(propoxydimethylsilane) NCCC[Si](C)(C)OCCC